C1(CC1)NNC(=O)C1=CC(=NC(=C1)C#C)C#C N-cyclopropylamino-2,6-diethynylpyridine-4-carboxamide